CCCCCCCCC(Cl)Cl dichlorononane